3-(6,7-Dichloro-1H-indol-1-yl)propanenitrile ClC1=CC=C2C=CN(C2=C1Cl)CCC#N